C(C)(C)(C)OCCOCCO diethylene glycol monotertiary butyl ether